C(C1=CC=CC=C1)(=O)C1=C(C=CC=C1)C(C1=CC=CC=C1)=O 1,2-Dibenzoylbenzen